di-(2,4-dimethylphenyl) diselenide CC1=C(C=CC(=C1)C)[Se][Se]C1=C(C=C(C=C1)C)C